ClC1=C(C(=CC=C1)Cl)C=1N=C2C=3C=C(C=NC3C=CN2C1CO)C=1C=NN(C1)C(F)F (2-(2,6-Dichlorophenyl)-9-(1-(difluoromethyl)-1H-pyrazol-4-yl)imidazo[2,1-f][1,6]naphthyridin-3-yl)methanol